1-(2-chlorophenyl)-2-(2H-tetrazol-2-yl)ethanol ClC1=C(C=CC=C1)C(CN1N=CN=N1)O